diethyl 5-({[2-fluoro-5-(isoquinolin-8-ylmethoxy)-4-methoxyphenyl] carbamoyl} amino)-1H-pyrazole-3,4-dicarboxylate FC1=C(C=C(C(=C1)OC)OCC=1C=CC=C2C=CN=CC12)NC(=O)NC1=C(C(=NN1)C(=O)OCC)C(=O)OCC